NC1=C2C(=NC=N1)N(N=C2C2=CC(=C(C=C2)OC)F)C2CN(CC2)C(C(=C)C)=O (3-(4-amino-3-(3-fluoro-4-methoxyphenyl)-1H-pyrazolo[3,4-d]pyrimidin-1-yl)pyrrolidin-1-yl)-2-methylpropan-2-en-1-one